benzyl 2-methylhex-2-enoate CC(C(=O)OCC1=CC=CC=C1)=CCCC